Ethyl (E)-4-((3-chloro-2,4-difluorophenyl) (methyl-d3)amino)-4-oxobut-2-enoate ClC=1C(=C(C=CC1F)N(C(/C=C/C(=O)OCC)=O)C([2H])([2H])[2H])F